(6-(2-(diisopropylcarbamoyl)-4-fluorophenoxy)-1,2,4-triazin-5-yl)-2,7-diazaspiro[3.5]nonane-7-carboxylic acid tert-butyl ester C(C)(C)(C)OC(=O)N1CCC2(CNC2C=2N=CN=NC2OC2=C(C=C(C=C2)F)C(N(C(C)C)C(C)C)=O)CC1